ClC1=C(C=C2C(C(=CN(C2=C1)C1CC1)C(=O)O)=O)F 7-chloro-1-cyclopropyl-6-fluoro-1,4-dihydro-4-oxoquinoline-3-carboxylic acid